O=C1NCCC2CCNC=C12 oxo-octahydro-2,7-naphthyridine